dimethyl-1,3-benzoxazole-2,5-diamine CC1=CC2=C(N=C(O2)N)C(=C1N)C